COC(=O)[C@@H]1C[C@H](CCC1)OC=1C(=NC(=CC1)C=1SC(=CC1C=O)F)C (1S,3S)-methyl-3-((6-(5-fluoro-3-formylthiophen-2-yl)-2-methylpyridin-3-yl)oxy)cyclohexanecarboxylate